4-(3-bromophenoxy)-1-(tert-butyl)-5-methyl-1H-pyrazol BrC=1C=C(OC=2C=NN(C2C)C(C)(C)C)C=CC1